2-(4-methoxyphenyl)imidazo[1,2-a]pyridine COC1=CC=C(C=C1)C=1N=C2N(C=CC=C2)C1